C(CCC)C1N(CCC1NC)C=1N=NC(=CC1)C1=C(C=C(C=C1)C=1C=NN(C1)C1OCCCC1)OCOC butyl-1-{6-[2-(methoxymethoxy)-4-[1-(oxan-2-yl)pyrazol-4-yl]phenyl]pyridazin-3-yl}-N-methylpyrrolidin-3-amine